N1(CCNCC1)C1=NC=CC(=N1)N (piperazin-1-yl)pyrimidin-4-amine